(S)-tert-butyl 4-((3-chloro-1-tosyl-1H-pyrrolo[2,3-b]pyridin-6-yl)(methyl)carbamoyl)-2-oxoimidazolidine-1-carboxylate ClC1=CN(C2=NC(=CC=C21)N(C(=O)[C@H]2NC(N(C2)C(=O)OC(C)(C)C)=O)C)S(=O)(=O)C2=CC=C(C)C=C2